7-(3-buten-1-yl)-8-allyl-2,2-dimethyl-4H-[1,3]-dioxino[5,4-c]pyridin-4-one C(CC=C)C1=C(C2=C(C=N1)C(OC(O2)(C)C)=O)CC=C